COC1=CC=C(C=C1)[S+](C1=CC=CC=C1)C1=CC=CC=C1 (4-methoxyphenyl)diphenyl-sulfonium